ethyl-(8-phenyl-1,4-dioxa-spiro[4.5]dec-8-yl)-amine hydrochloride Cl.C(C)NC1(CCC2(OCCO2)CC1)C1=CC=CC=C1